C(C)(C)NC1CCCCC1 N-Isopropylcyclohexylamin